N-(3-((1s,3R)-3-(cyanomethyl)-1-(4-methyl-4H-1,2,4-triazol-3-yl)cyclobutyl)phenyl)-7-(((S)-3-methylpiperidin-1-yl)methyl)-[1,2,4]triazolo[1,5-a]pyridine-5-carboxamide C(#N)CC1CC(C1)(C1=NN=CN1C)C=1C=C(C=CC1)NC(=O)C1=CC(=CC=2N1N=CN2)CN2C[C@H](CCC2)C